N-(1-tert-butyl-5-chloro-1H-pyrazol-4-yl)-6-chloro-7-[4-(3,3-difluoroazetidin-1-yl)piperidin-1-yl]quinazolin-2-amine C(C)(C)(C)N1N=CC(=C1Cl)NC1=NC2=CC(=C(C=C2C=N1)Cl)N1CCC(CC1)N1CC(C1)(F)F